3-(Dimethylamino)-5-{2-[2-(7-methylchinolin-8-sulfonamido)phenyl]ethynyl}-pyridin CN(C=1C=NC=C(C1)C#CC1=C(C=CC=C1)NS(=O)(=O)C=1C(=CC=C2C=CC=NC12)C)C